5-(2-hydroxy-5-(1-isopentyl-1H-pyrazol-4-yl)-3-methylphenyl)-1,2,5-thiadiazolidin-3-one 1,1-dioxide OC1=C(C=C(C=C1C)C=1C=NN(C1)CCC(C)C)N1CC(NS1(=O)=O)=O